N-(6-amino-5-ethylpyridin-3-yl)-2-((2S,5R)-5-methyl-4-(1-methylcyclopropanecarbonyl)-2-phenylpiperazin-1-yl)-2-oxoacetamide NC1=C(C=C(C=N1)NC(C(=O)N1[C@H](CN([C@@H](C1)C)C(=O)C1(CC1)C)C1=CC=CC=C1)=O)CC